C(C=C)(=O)OCC(C)C iso-Butyl acrylate